COC1(CC1)C=1C=CC(=NC1)N 5-(1-methoxycyclopropyl)pyridin-2-amine